O.O.P(=O)([O-])([O-])[O-].[Ca+2].[Ca+2] Dicalcium phosphate dihydrate